CC=1C=C(C=2N(C(C=C(N2)N2CCOCC2)=O)C1)[C@@H](C)NC1=C(C(=O)O)C=CC=C1 (R)-2-(1-(7-methyl-2-morpholino-4-oxo-4H-pyrido[1,2-a]pyrimidin-9-yl)ethylamino)benzoic acid